2,2-di-methylpropane-1,3-diol CC(CO)(CO)C